tert-butyl 4-[4-(4-bromo-3-cyano-pyrazolo[1,5-a]pyridin-6-yl)pyrazol-1-yl]piperidine-1-carboxylate BrC=1C=2N(C=C(C1)C=1C=NN(C1)C1CCN(CC1)C(=O)OC(C)(C)C)N=CC2C#N